4-chloro-1,3-dioxolan-2-one ClC1OC(OC1)=O